CC(COC1=NC=CC=C1C)(C)NC(CC1N(CCC1)C(=O)[O-])=O 2-(2-((2-methyl-1-((3-methyl pyridin-2-yl)oxy)propan-2-yl)amino)-2-oxoethyl)pyrrolidine-1-carboxylate